(1R,3R,4R)-2-((R)-2-(3-chlorophenyl)-2-hydroxyacetyl)-N-((R)-1-cyano-2-((R)-2-oxopyrrolidin-3-yl)ethyl)-5,5-difluoro-2-azabicyclo[2.2.2]octane-3-carboxamide ClC=1C=C(C=CC1)[C@H](C(=O)N1[C@H]2CC([C@@H]([C@@H]1C(=O)N[C@H](C[C@@H]1C(NCC1)=O)C#N)CC2)(F)F)O